2-[1-[(4-methylphenyl)methyl]-5-oxopyrrolidin-2-yl]-N-prop-2-yn-1-ylacetamid CC1=CC=C(C=C1)CN1C(CCC1=O)CC(=O)NCC#C